BrC=1C(=C(OCC[C@H]2CC3(CC2)CCN(CC3)CC(=O)OCC)C=CC1)C ethyl (R)-2-(2-(2-(3-bromo-2-methylphenoxy)ethyl)-8-azaspiro[4.5]decan-8-yl)acetate